(R)-6-(3-(methoxymethyl)bicyclo[1.1.1]pentan-1-yl)-4-(3-methylmorpholinyl)-2-(1H-pyrazol-3-yl)-8,9-dihydro-1,3,6,9a-tetraazabenzo[cd]azulene-7(6H)-one COCC12CC(C1)(C2)N2C=1C3=C(C(=NN3CCC2=O)C2=NNC=C2)N=C(C1)N1[C@@H](COCC1)C